FC1=C(C=CC(=C1F)OC)C1=CN=C2N1C=CN=C2NC2=CC(=C(C(=O)NC1CCC(CC1)NC(OC(C)(C)C)=O)C=C2)C tert-butyl ((1s,4s)-4-(4-((3-(2,3-difluoro-4-methoxyphenyl)imidazo[1,2-a]pyrazin-8-yl)amino)-2-methylbenzamido)cyclohexyl)carbamate